1,2-dimethylcyclopropane-1,2-dicarboxylate CC1(C(C1)(C(=O)[O-])C)C(=O)[O-]